FC=1C=C(C=CC1F)CN1C(CCC1=O)CC(=O)NCCC(=O)OC methyl 3-[[2-[1-[(3,4-difluorophenyl)methyl]-5-oxopyrrolidin-2-yl]acetyl]amino]propionate